3-(1,1-Dimethyl-1,3-dihydroisobenzofuran-5-yl)-6,7-difluoro-3-hydroxyindol-2-one CC1(OCC2=CC(=CC=C12)C1(C(NC2=C(C(=CC=C12)F)F)=O)O)C